FC=1C=CC(=NC1NC)N1N=CC(=C1C(F)(F)F)C(=O)O 1-(5-Fluoro-6-(methylamino)pyridin-2-yl)-5-(trifluoromethyl)-1H-pyrazole-4-carboxylic acid